FC1=C(C#N)C=CC(=C1)O 2-fluoro-4-hydroxybenzonitrile